(R)-4-(N-((5-cyclohexylpyrazin-2-yl)methyl)-1-((2,3,5,6-tetrafluoro-4-methylphenyl)sulfonyl)azetidine-2-carboxamido)-2-hydroxybenzoic acid C1(CCCCC1)C=1N=CC(=NC1)CN(C(=O)[C@@H]1N(CC1)S(=O)(=O)C1=C(C(=C(C(=C1F)F)C)F)F)C1=CC(=C(C(=O)O)C=C1)O